[Cl-].C(C)(=O)SCCNC(=O)CCC(C(=O)OCC)[NH3+] 4-{[2-(S)-(Acetylsulfanyl)ethyl]carbamoyl}-1-ethoxy-1-oxobutan-2-aminium Chloride